(S,E)-2,4,6-trifluoro-N-(2-methoxy-5-(4-(2-methyl-4-(4-oxopent-2-enoyl)piperazin-1-yl)quinazolin-6-yl)pyridin-3-yl)benzene-sulfonamide FC1=C(C(=CC(=C1)F)F)S(=O)(=O)NC=1C(=NC=C(C1)C=1C=C2C(=NC=NC2=CC1)N1[C@H](CN(CC1)C(\C=C\C(C)=O)=O)C)OC